1-isopropylamino-3-(1-naphthyloxy)-2-propanone C(C)(C)NCC(COC1=CC=CC2=CC=CC=C12)=O